butyl 5-{[(1S,2R,3R,4R,5S)-4-(acetylamino)-2,3-bis(acetyloxy)-6,8-dioxabicyclo[3.2.1]oct-1-yl]methoxy}pentanoate C(C)(=O)N[C@@H]1[C@H]([C@H]([C@@]2(CO[C@H]1O2)COCCCCC(=O)OCCCC)OC(C)=O)OC(C)=O